2-(dodecylamino)ethanolate hydrochloride Cl.C(CCCCCCCCCCC)NCC[O-]